O(O)CCC(CCCC(C)(C)OC)C hydroperoxy-7-methoxy-3,7-dimethyloctan